methyl-1H-imidazol-5-amine CN1C=NC=C1N